C(=O)C1=CNC=2C=CC=C(C12)C#N 3-FORMYL-1H-INDOLE-4-CARBONITRILE